N-(3-Hydroxy-2-{[4-(4-methyl-1,4-diazepan-1-yl)-benzoyl]amino}phenyl)-4-methoxybenzamid OC=1C(=C(C=CC1)NC(C1=CC=C(C=C1)OC)=O)NC(C1=CC=C(C=C1)N1CCN(CCC1)C)=O